Cl.Cl.S(SC(CN)[2H])C(CN)[2H] 2,2'-disulfanediylbis(ethan-2-d-1-amine) dihydrochloride